ClC=1C=C2C(=CC1)NC(C21CCNCC1)=O 5-chloro-1H-spiro[indole-3,4'-piperidin]-2-one